[Pb](=[Te])=[Se] lead telluride selenide